FC1=C(OC=2N=CC(=NC2)NC([C@H](C)N2CC(N(CC2)C(=O)[C@@]2(CCC=3N(C2)C=CN3)O)(C)C)=O)C=CC(=C1)F (S)-N-(5-(2,4-difluorophenoxy)pyrazin-2-yl)-2-(4-((S)-6-hydroxy-5,6,7,8-tetrahydroimidazo[1,2-a]pyridine-6-carbonyl)-3,3-dimethylpiperazin-1-yl)propanamide